CS(=O)CC1=C(C=CC(=C1)[N+](=O)[O-])C1=CCCN(C1)C(=O)[O-] 5-(2-((methylsulfinyl) methyl)-4-nitrophenyl)-3,6-dihydropyridine-1(2H)-carboxylate